CC1=NC(=CC(=N1)NC1=NN2C(C=C(C=C2)C2=C(C=NC(=C2)C)OCC(C(F)(F)F)(C(F)(F)F)O)=C1)C 2-(((4-(2-((2,6-Dimethylpyrimidin-4-yl)amino)pyrazolo[1,5-a]pyridin-5-yl)-6-methylpyridin-3-yl)oxy)methyl)-1,1,1,3,3,3-hexafluoropropan-2-ol